NC1=C(C(=C2N(C1=O)C(CO2)C(=O)OC)C2=CC(=CC=C2)C(F)(F)F)CC2=CC=CC1=CC=CC=C21 methyl 6-amino-7-(naphthalen-1-ylmethyl)-5-oxo-8-(3-(trifluoromethyl)phenyl)-2,3-dihydro-5H-oxazolo[3,2-a]pyridine-3-carboxylate